butylphenyl-urea C(CCC)N(C(=O)N)C1=CC=CC=C1